C(#C)C1=CC(=C(C=C1)C1=C(C=C(N=N1)N[C@H]1CN(CCC1)CC#N)C)O (R)-2-(3-((6-(4-ethynyl-2-hydroxyphenyl)-5-methylpyridazin-3-yl)amino)piperidin-1-yl)acetonitrile